COC1=C(C(=CC(=C1)C=1NC(=C(N1)C=1SC=CC1)C1=CC=CC=C1)OC)N(C(O)=O)CCCCC.OC1=CC=CC2=CC(=CC=C12)O 1,6-dihydroxynaphthalene 2,6-Dimethoxy-4-(5-phenyl-4-(thiophen-2-yl)-1H-imidazol-2-yl)phenyl-pentylcarbamate